1-(1-t-butoxycarbonyl-4-piperidylacetyl)-4-methylsulfonyloxypiperidine C(C)(C)(C)OC(=O)N1CCC(CC1)CC(=O)N1CCC(CC1)OS(=O)(=O)C